methyl (S)-2'-oxo-1'-phenyl-1,3-dihydrospiro[indene-2,3'-pyrrolidine]-5-carboxylate O=C1N(CC[C@@]12CC1=CC=C(C=C1C2)C(=O)OC)C2=CC=CC=C2